FC=1C=C2C(C(=CN3C2=C(C1F)OCC3C)CN[C@@H]3CN(CCC3)C=3C=CC(=NC3)C#N)=O 5-((3S)-3-(((9,10-difluoro-3-methyl-7-oxo-3,7-dihydro-2H-[1,4]oxazino[2,3,4-ij]quinolin-6-yl)methyl)amino)piperidin-1-yl)picolinonitrile